FC(CN1CC2(C1)CCC(CC2)N2N=CC(=C2)N)F 2-(2,2-difluoroethyl)-7-(4-amino-1H-pyrazol-1-yl)-2-azaspiro[3.5]nonane